2-((4-(2-(4-(trifluoromethyl)phenyl)-2,3-dihydrobenzo[b][1,4]dioxin-5-yl)piperidin-1-yl)methyl)-3-(((S)-oxetan-2-yl)methyl)-3H-imidazo[4,5-b]pyridine-5-carboxylic acid FC(C1=CC=C(C=C1)C1COC2=C(O1)C=CC=C2C2CCN(CC2)CC2=NC=1C(=NC(=CC1)C(=O)O)N2C[C@H]2OCC2)(F)F